O=C(CCOCCOCCNC(OC(C)(C)C)=O)NCCOCCOCCNC(CCCCCCCCCCCCC)=O tert-butyl (9,20-dioxo-3,6,13,16-tetraoxa-10,19-diazatritriacontyl)carbamate